Allyl (S)-(4-cyclopropoxy-2-(6-(hydroxymethyl)-5-azaspiro[2.4]heptane-5-carbonyl)-5-((triisopropylsilyl)oxy)phenyl)carbamate C1(CC1)OC1=CC(=C(C=C1O[Si](C(C)C)(C(C)C)C(C)C)NC(OCC=C)=O)C(=O)N1CC2(CC2)C[C@H]1CO